triazanaphtho[2,1,8-cde]azulene-1(2H)-one C1(NC2=C3C4=C(C=CC=C13)C=CC=C4N=N2)=O